NC1=NC=CC2=CC=C(C=C12)C=1C=C2CCC3(CCN(CC3)CC)C2=CC1 5-(1-aminoisoquinolin-7-yl)-1'-ethyl-2,3-dihydrospiro[indene-1,4'-piperidine]